(phenylmethyloxy)-8-fluoro-4-methoxyquinoline-2-carboxylic acid methyl ester COC(=O)C1=NC2=C(C=CC=C2C(=C1OCC1=CC=CC=C1)OC)F